COC(=O)[C@H]1N(CC(C1)OCCCOS(=O)(=O)C1=CC=C(C)C=C1)C(=O)OC(C)(C)C (2S)-4-[3-(p-toluenesulfonyloxy)propoxy]pyrrolidine-1,2-dicarboxylic acid O1-tert-butyl ester O2-methyl ester